C(C1=CC=CC=C1)OC(=O)N[C@H](C(=O)OC(C1=CC=CC=C1)(C1=CC=CC=C1)C1=C(C=CC=C1)Cl)CCCCNC(=O)OCC1C2=CC=CC=C2C=2C=CC=CC12 [(2-chlorophenyl)diphenylmethyl] (2S)-2-(benzyloxycarbonylamino)-6-(9H-fluoren-9-ylmethoxycarbonylamino)hexanoate